P(=O)(=O)N=C(C(C(=O)[O-])(F)F)[O-].[Li+].[Li+] lithium bis-fluoromalonate phosphoimide